BrC#CC1=CC=C(C=C1)Cl 1-(bromoethynyl)-4-chlorobenzene